((S)-1-(2,2,2-trifluoroethyl)pyrrolidin-3-yl)-4-azaspiro[2.5]octane-7-carboxamide FC(CN1C[C@@H](CC1)C1CC12NCCC(C2)C(=O)N)(F)F